ethyl 4-(1-methoxypropyl)picolinate COC(CC)C1=CC(=NC=C1)C(=O)OCC